CC1=NN(C(=N1)C)C1=NC(=NC=C1F)N1CCC(CC1)C(=O)NC([2H])([2H])C1=C(C(=CC(=C1)F)F)F 1-(4-(3,5-dimethyl-1H-1,2,4-triazol-1-yl)-5-fluoropyrimidin-2-yl)-N-((2,3,5-trifluorophenyl)methyl-d2)piperidine-4-carboxamide